ClC1=C(C(=C(C=C1OC)OC)Cl)C1=NC=C2C=C(N=CC2=C1)N[C@H]1[C@H](CN(C1)CCN(C)C)NC(C=C)=O N-((3S,4R)-4-((7-(2,6-dichloro-3,5-dimethoxyphenyl)-2,6-naphthyridin-3-yl)amino)-1-(2-(dimethylamino)ethyl)pyrrolidin-3-yl)acrylamide